FC(C1=CC=C(C=C1)C1=CC2=C(C(=N1)OC)C1(C(O2)C(C(C1O)CN(C)C)C1=CC=CC=C1)O)F (4-(difluoromethyl)phenyl)-7-((dimethylamino)methyl)-1-methoxy-6-phenyl-5a,6,7,8-tetrahydro-8aH-cyclopenta[4,5]furo[3,2-c]pyridine-8,8a-diol